O1C(CCCC1)N1N=CC(=C1)C=1C=CC2=C(C1)COC1=NC(=CC=C12)N1CC2(CCN2C(=O)OC(C)(C)C)CC1 tert-butyl 6-{8-[1-(oxan-2-yl)pyrazol-4-yl]-6H-isochromeno[3,4-b]pyridin-3-yl}-1,6-diazaspiro[3.4]octane-1-carboxylate